1,3-dichloroheptane ClCCC(CCCC)Cl